2-(allyloxy)-6-chloro-N-((6-methoxypyridin-3-yl)methyl)benzamide C(C=C)OC1=C(C(=O)NCC=2C=NC(=CC2)OC)C(=CC=C1)Cl